C1(CC1)N(C1=C(C(=NC=N1)NCC1C(CN(CC1)C(C(=O)N)C1=CC=NC=C1)O)F)CC1=CC=C(C=C1)C(F)(F)F 2-(4-(((6-(cyclopropyl(4-(trifluoromethyl)benzyl)amino)-5-fluoropyrimidin-4-yl)amino)methyl)-3-hydroxypiperidin-1-yl)-2-(pyridin-4-yl)acetamide